COC1=C(C(=CC(=C1)C)C)C1=CC=C2C(=CC(=NC2=N1)[C@@H]1CNCCC1)[C@H]1C(N(CC1)C)=O |r| rac-(3S)-3-[7-(2-methoxy-4,6-dimethyl-phenyl)-2-[rac-(3S)-3-piperidyl]-1,8-naphthyridin-4-yl]-1-methyl-pyrrolidin-2-one